C(C#C)OCCOC(C(=O)O)C 2-(2-(prop-2-yn-1-yloxy)ethoxy)propionic acid